[Na+].CCCS(=O)(=O)[O-] 3-propanesulfonic acid sodium salt